5-((tert-butylsulfinyl)imino)-3-fluoro-5,7-dihydrospiro[cyclopenta[b]pyridine-6,4'-piperidine]-1'-carboxylic acid tert-butyl ester C(C)(C)(C)OC(=O)N1CCC2(CC1)C(C=1C(=NC=C(C1)F)C2)=NS(=O)C(C)(C)C